NC1=C(C=C(C=C1)N1C(CN(CC1)C(=O)OC(C)(C)C)=O)C Tert-butyl 4-(4-amino-3-methyl-phenyl)-3-oxo-piperazine-1-carboxylate